C(C)(C)(C)OC(=O)NCCCCO 4-(N-tert-butoxycarbonylamino)-1-butanol